N-((1s,3s)-3-(6-((4-(4-((2-(2,6-dioxopiperidin-3-yl)-1,3-dioxoisoindoline-5-yl)glycyl)piperazin-1-yl)benzyl)amino)-9H-purin-9-yl)cyclobutyl)-6-methylpicolinamide O=C1NC(CC[C@@H]1N1C(C2=CC=C(C=C2C1=O)NCC(=O)N1CCN(CC1)C1=CC=C(CNC2=C3N=CN(C3=NC=N2)C2CC(C2)NC(C2=NC(=CC=C2)C)=O)C=C1)=O)=O